FC=1C(=NC=NC1)C=1N=NN(C1)C(C)C 5-fluoro-4-(1-isopropyl-1H-1,2,3-triazol-4-yl)pyrimidine